[phenyl(dimethylfluorenyl)triazinyl][(biphenylyl)dibenzofuranyl]biphenyl C1(=CC=CC=C1)C1=C(C(=NN=N1)C=1C(=C(C=CC1)C1=CC=CC=C1)C1=C(C=CC=2OC3=C(C21)C=CC=C3)C3=C(C=CC=C3)C3=CC=CC=C3)C3=C(C(=CC=2C1=CC=CC=C1CC32)C)C